(R)-ethyl 2-(2-((5-bromo-2,3-dihydrospiro[indene-1,4'-piperidin]-3-yl)oxy)phenyl)acetate BrC=1C=C2[C@@H](CC3(CCNCC3)C2=CC1)OC1=C(C=CC=C1)CC(=O)OCC